BrC1=C2C=NN(C2=CC=C1O)C1OCCCC1 4-bromo-1-tetrahydropyran-2-yl-indazol-5-ol